3-(3-fluoropyridin-2-yl)-N-[1-methyl-3-(trifluoromethyl)-1H-pyrazol-5-yl]quinoline-7-carboxamide FC=1C(=NC=CC1)C=1C=NC2=CC(=CC=C2C1)C(=O)NC1=CC(=NN1C)C(F)(F)F